3-[2-(2-chloro-4-trifluoromethylbenzoyl)-1,2,3,4-tetrahydroisoquinolin-5-yl]-3-(7-methoxy-1-methyl-1H-benzo[d][1,2,3]triazol-5-yl)propionic acid ClC1=C(C(=O)N2CC3=CC=CC(=C3CC2)C(CC(=O)O)C2=CC3=C(N(N=N3)C)C(=C2)OC)C=CC(=C1)C(F)(F)F